Benzyl 4-(4-methyl-4H-1,2,4-triazol-3-yl)piperidine-1-carboxylate CN1C(=NN=C1)C1CCN(CC1)C(=O)OCC1=CC=CC=C1